CN1N=C(C=C1C)NC1=NC=C(C(=N1)C1=CNC2=C(C=CC=C12)N1C(C2=CC=CC(=C2C1)I)=O)C 2-(3-(2-((1,5-dimethyl-1H-pyrazol-3-yl)amino)-5-methylpyrimidin-4-yl)-1H-indol-7-yl)-4-iodoisoindolin-1-one